bicyclo[3.2.1]-3-octene C12CC=CC(CC1)C2